(R)-Ethyl 1-(2-amino-8-(isopropylamino)pyrido[3,4-d]pyrimidin-6-yl)benzoate NC=1N=CC2=C(N1)C(=NC(=C2)[C@@]2(C(=O)OCC)CC=CC=C2)NC(C)C